C(C)C1CN(C1)C(=O)OC(C)(C)C tert-butyl 3-ethylazetidine-1-carboxylate